1-(6-((2,4-diaminopyrimidin-5-yl)methyl)-2-hydroxy-3,4-dimethoxyphenyl)ethanone NC1=NC=C(C(=N1)N)CC1=CC(=C(C(=C1C(C)=O)O)OC)OC